C(C)(C)(C)OC(CCCCCCCCCCCCCC(=O)O)=O 15-(t-butoxy)-15-oxopentadecanoic acid